(2-Fluoro-4-iodophenyl)dimethylphosphine Oxide FC1=C(C=CC(=C1)I)P(C)(C)=O